C(CCC)C1CCC(OC1)C=1C=C2CN(C(C2=CC1)=O)C1C(NC(CC1)=O)=O 3-(5-(5-butyltetrahydro-2H-pyran-2-yl)-1-oxoisoindolin-2-yl)piperidine-2,6-dione